The molecule is a dialkyl ketone with butyl and ethyl as the two alkyl groups. It has a role as a biomarker and a metabolite. CCCCC(=O)CC